ClC=1C=NN(C1)C=1C=C2C(=NC=NC2=C(C1)OC)N[C@H](C)C=1N=NC(=CC1)C (R)-6-(4-chloro-1H-pyrazol-1-yl)-8-methoxy-N-(1-(6-methylpyridazin-3-yl)ethyl)quinazolin-4-amine